CN(C([S-])=S)C dimethyl-dithiocarbamate